benzylamine-d2 C(C1=CC=CC=C1)N([2H])[2H]